Methyl (3R)-3-[[(5R)-3-(3,5-difluorophenyl)-5-methyl-4H-isoxazol-5-carbonyl]amino]-2,3-dihydrofuran-5-carboxylate FC=1C=C(C=C(C1)F)C1=NO[C@](C1)(C(=O)N[C@H]1COC(=C1)C(=O)OC)C